N-(5-bromo-4,6-dichloro-pyrimidin-2-yl)-1-methyl-pyrazole-4-sulfonamide BrC=1C(=NC(=NC1Cl)NS(=O)(=O)C=1C=NN(C1)C)Cl